FC(C(=O)O)(F)F.N1(N=CC=C1)C1=CC=C(C(=O)N)C=C1 4-(1H-pyrazol-1-yl)benzamide trifluoroacetic acid salt